C(C)(C)(C)OC(=O)NCC1=NOC(C1)(C(=O)OC)CO methyl 3-(((tert-butoxycarbonyl)amino)methyl)-5-(hydroxymethyl)-4,5-dihydroisoxazole-5-carboxylate